ClC1=C(C=C(C(=C1)C1(COC1)OCC1=C(C=CC=C1)OC(F)(F)F)C)N=CN(C)CC N'-(2-chloro-5-methyl-4-(3-((2-(trifluoromethoxy)benzyl)oxy)oxetan-3-yl)phenyl)-N-ethyl-N-methylformimidamide